C12OCC(CC1)(CC2)COC[C@H](N)C2=CC=C(C(=O)OC)C=C2 methyl (R)-4-(2-((2-oxabicyclo[2.2.2]octan-4-yl)methoxy)-1-aminoethyl)benzoate